N-(3-(5-methylbenzo[d]oxazol-2-yl)phenyl)-2-(p-tolyl)acetamide CC=1C=CC2=C(N=C(O2)C=2C=C(C=CC2)NC(CC2=CC=C(C=C2)C)=O)C1